2-(5-chloropyridin-2-yl)acetonitrile ClC=1C=CC(=NC1)CC#N